p-(4-chlorobutyramido)-L-phenylalanine ClCCCC(=O)NC1=CC=C(C[C@H](N)C(=O)O)C=C1